SCCSC(CSCC(CS)SCCS)CS bis(2-(2-mercaptoethylthio)-3-mercaptopropyl) sulphide